2-Bromo-5-(8,9-dihydro-7H-cyclopenta[c][1,2,4]triazolo[1,5-a]pyridin-6-yl)-4-isopropyl-3-methyl-6H-thieno[2,3-b]pyrrole-6-carboxylic acid tert-butyl ester C(C)(C)(C)OC(=O)N1C2=C(C(=C1C=1C3=C(C=4N(C1)N=CN4)CCC3)C(C)C)C(=C(S2)Br)C